1,3-dimercaptopropan-2-ol SCC(CS)O